2-tert-butyl-6-(5-chloro-2H-benzotriazol-2-yl)4-methylphenol C(C)(C)(C)C1=C(C(=CC(=C1)C)N1N=C2C(=N1)C=CC(=C2)Cl)O